CS(=O)(=O)C=1C=C(C(=O)[O-])C=CC1 3-(methylsulfonyl)benzoate